N-(5-fluoro-6-methyl-2-pyridyl)-2,2-dimethyl-propanamide FC=1C=CC(=NC1C)NC(C(C)(C)C)=O